α-D-glucopyranosyl α-D-glucopyranoside monododecanoate C(CCCCCCCCCCC)(=O)O.O([C@@H]1[C@H](O)[C@@H](O)[C@H](O)[C@H](O1)CO)[C@@H]1[C@H](O)[C@@H](O)[C@H](O)[C@H](O1)CO